dicyclohexyl-(3,5-di-(tert-butyl)phenyl)phosphine C1(CCCCC1)P(C1=CC(=CC(=C1)C(C)(C)C)C(C)(C)C)C1CCCCC1